(2s,3R,4s)-3-fluoro-1-((R)-2-(1-fluorocyclopropane-1-amido)-3-mercapto-3-methylbutanoyl)-4-hydroxy-N-(4-(4-methylthiazol-5-yl)benzyl)pyrrolidine-2-carboxamide F[C@@H]1[C@@H](N(C[C@@H]1O)C([C@H](C(C)(C)S)NC(=O)C1(CC1)F)=O)C(=O)NCC1=CC=C(C=C1)C1=C(N=CS1)C